2,2-Dimethyl-3-methylenebicyclo[2.2.1]heptane CC1(C2CCC(C1=C)C2)C